ClC=1C=CC(=C(C1)NC(=O)N=[S@@](=O)(N)C=1C=NN2C1OC(C2)(C)C)C2=CC(=NC=C2)OC (S)-N'-((5-chloro-2-(2-methoxypyridin-4-yl)phenyl)carbamoyl)-2,2-dimethyl-2,3-dihydropyrazolo[5,1-b]oxazole-7-sulfonimidamide